C(C)OC(=O)C1=NC(=NC=C1SC1=CC=CC=C1)SC 2-(Methylsulfanyl)-5-(phenylsulfanyl)pyrimidine-4-carboxylic acid ethyl ester